FC(OC1=CC=C(C=C1)N1N=C(N=C1)C1=CC=C(/C=N/O)C=C1)(F)F (E)-4-(1-(4-(trifluoromethoxy)phenyl)-1H-1,2,4-triazol-3-yl)benzaldehyde oxime